S1C2=C(C(=C1)C=1C=C(C=CC1)C1(CC1)C=1NC(C=3CN(CCCC3N1)C([C@H](O)C1=CC(=CC=C1)Br)=O)=O)C=CC=C2 (R)-2-(1-(3-(benzo[b]thiophen-3-yl)phenyl)cyclopropyl)-6-(2-(3-bromophenyl)-2-hydroxyacetyl)-3,5,6,7,8,9-hexahydro-4H-pyrimido[5,4-c]azepin-4-one